5-((6-(1-methyl-1H-pyrazol-4-yl)pyrazolo[1,5-a]pyrazin-4-yl)oxy)bicyclo[3.1.1]heptan-1-amine CN1N=CC(=C1)C=1N=C(C=2N(C1)N=CC2)OC21CCCC(C2)(C1)N